3-(4-amino-7-bromo-5-iodo-1-oxo-isoindolin-2-yl)piperidine-2,6-dione NC1=C2CN(C(C2=C(C=C1I)Br)=O)C1C(NC(CC1)=O)=O